The molecule is a beta-D-glucoside with 2-(3,4-dihydroxyphenyl)ethoxy residue at the anomeric position and a [(3,4-dihydroxyphenyl)acetyl]oxy residue at position 6. Isolated from Ternstroemia japonica, it exhibits antioxidant activity. It has a role as a metabolite and an antioxidant. It is a beta-D-glucoside, a carboxylic ester, a member of catechols, a monosaccharide derivative and a phenylethanoid. C1=CC(=C(C=C1CCO[C@H]2[C@@H]([C@H]([C@@H]([C@H](O2)COC(=O)CC3=CC(=C(C=C3)O)O)O)O)O)O)O